(S,2R,4S,5S)-N-(2,4-difluorobenzyl)-4-fluoro-8-hydroxy-2,5-dimethyl-7,9-dioxo-2,3,4,5,7,9-hexahydro-1,6-methanopyrido[1,2-b][1,2,5]triazonine-10-carboxamide FC1=C(CNC(=O)C=2C(C(=C3N(N4[C@@H](C[C@@H]([C@@H](N(C3=O)C4)C)F)C)C2)O)=O)C=CC(=C1)F